FC1=C(C=C(C=C1)OC(F)(F)F)N1CC2=CC(=CC=C2CC1)CCC(=O)O 3-(2-(2-fluoro-5-(trifluoromethoxy)phenyl)-1,2,3,4-tetrahydroisoquinolin-7-yl)propanoic acid